4-{[3-(8-{[(3S,4R)-3-fluoropiperidin-4-yl]amino}-3-[(trifluoromethyl)sulfanyl]indolizin-2-yl)prop-2-yn-1-yl]amino}-N-methylbenzamide F[C@H]1CNCC[C@H]1NC1=CC=CN2C(=C(C=C12)C#CCNC1=CC=C(C(=O)NC)C=C1)SC(F)(F)F